benzyl (R)-2-amino-3-(7-methylthieno[3,2-b]pyridine-2-carboxamido)propanoate N[C@@H](C(=O)OCC1=CC=CC=C1)CNC(=O)C1=CC2=NC=CC(=C2S1)C